3,3-dimethyloxetan-2-one CC1(C(OC1)=O)C